COC=1C=C(C=C(C1)OC)C1(OC(=C(C1=O)O)N)C 2-(3,5-dimethoxyphenyl)-2-methyl-4-hydroxy-5-amino-3(2H)-furanone